7-(4-chloro-butoxy)-1H-quinoline ClCCCCOC1=CC=C2C=CCNC2=C1